2-(1-acryloyl-4-(6-fluoro-7-(2-fluoro-6-hydroxyphenyl)-1-(2-(methylsulfonyl)pyridin-3-yl)-2-oxo-1,2-dihydropyridino[2,3-d]pyrimidin-4-yl)piperazin-2-yl)acetonitrile C(C=C)(=O)N1C(CN(CC1)C=1C2=C(N(C(N1)=O)C=1C(=NC=CC1)S(=O)(=O)C)N=C(C(=C2)F)C2=C(C=CC=C2O)F)CC#N